(s)-(8-(((6-bromopyridin-2-yl)methoxy)methyl)-2,6-diazaspiro[3.4]octan-6-yl)(thiazol-5-yl)methanone BrC1=CC=CC(=N1)COC[C@@H]1CN(CC12CNC2)C(=O)C2=CN=CS2